F[C@@H]1CN(CC[C@@H]1OC)C1=NC=CC(=N1)NC=1N=CC2=C(C=CC(=C2C1)[C@@H]1N(CCCCC1)C(C=C)=O)N1[C@@H]([C@H](C1)CS(=O)(=O)C)C 1-((R)-2-(3-((2-((3R,4S)-3-fluoro-4-methoxypiperidin-1-yl)pyrimidin-4-yl)amino)-8-((2R,3S)-2-methyl-3-((methylsulfonyl)methyl)azetidin-1-yl)isoquinolin-5-yl)azepan-1-yl)prop-2-en-1-one